butanol-HCl Cl.C(CCC)O